CN([C@H]1CN(CC1)C1=C(C=C(C=C1)N1C=NC(=C1)NC=1N=CC(=NC1)C#N)C(F)(F)F)C (R)-5-((1-(4-(3-(Dimethylamino)pyrrolidin-1-yl)-3-(trifluoromethyl)phenyl)-1H-imidazol-4-yl)amino)pyrazine-2-carbonitrile